1-(6-(5-(hydroxymethyl)-1-methyl-1H-1,2,3-triazol-4-yl)-2-methylpyridin-3-yl) acetate C(C)(=O)OC=1C(=NC(=CC1)C=1N=NN(C1CO)C)C